C1(CC1)S(=O)(=O)N[C@@H]1[C@@H](N(CCC1)C(=O)OC(C(F)(F)F)C(F)(F)F)COC1CCN(CC1)C1=NC=CC=N1 1,1,1,3,3,3-hexafluoropropan-2-yl cis-3-((cyclopropylsulfonyl) amino)-2-(((1-(pyrimidin-2-yl)piperidin-4-yl)oxy)methyl)piperidine-1-carboxylate